C(C)(=O)C=1C=C(C[C@H](N)C(=O)O)C=CC1O 3-acetyltyrosine